O[C@@H]1[C@@H](O[C@@H]([C@H]1O)CO)N1C(N=C(C=C1)N[C@@H](CC(N)=O)C(=O)[O-])=O (1-((2R,3S,4S,5R)-3,4-dihydroxy-5-(hydroxymethyl)tetrahydrofuran-2-yl)-2-oxo-1,2-dihydropyrimidin-4-yl)-L-asparaginate